NCCNCCNCCNC([C@@H](N)CC(=O)N)=O N-(N'-[N''-(2-aminoethyl)-2-aminoethyl]-2-aminoethyl)aspartamide